C(C)OC(=O)C=1C(=NC2=NC=CC=C2C1)C(F)(F)F Ethyl-2-(trifluoromethyl)-1,8-naphthyridin-3-carboxylat